ClC=1C=C(C=CC1)N1N=C(C(C=C1C)=O)C(=O)NC1CCC2=C(NC1=O)C=CC=C2 1-(3-chlorophenyl)-6-methyl-4-oxo-N-(2-oxo-2,3,4,5-tetrahydro-1H-benzo[b]-azepin-3-yl)-1,4-dihydropyridazine-3-carboxamide